CC(CC(=O)N1CCN(C2=CC=CC=C12)C(CCN1CCCC1)=O)(C)C 3,3-dimethyl-1-(4-(3-(pyrrolidin-1-yl)propanoyl)-3,4-dihydroquinoxalin-1(2H)-yl)butan-1-on